ClC=1C=C2C=C(NC2=CC1OCC1=CSC(=C1)Cl)CNC(=O)C1(CC1)C N-({5-chloro-6-[(5-chloro-3-thienyl)methoxy]-2-indolyl}methyl)1-methylcyclopropanecarboxamide